N1N=CC(=C1)C=O 4-pyrazoleformaldehyde